ClC1=CC=C(C(=O)C2=C(SC(=C2C)C)NC(=O)[C@H](C)NC(OCC2C3=CC=CC=C3C=3C=CC=CC23)=O)C=C1 (9H-fluoren-9-yl)methyl N-[(1S)-1-{[3-(4-chlorobenzoyl)-4,5-dimethylthiophen-2-yl]carbamoyl}ethyl]carbamate